1-(benzo[d]isoxazol-3-yl)-N,N-bis(2,4-dimethoxybenzyl)ethane-1-sulfonamide O1N=C(C2=C1C=CC=C2)C(C)S(=O)(=O)N(CC2=C(C=C(C=C2)OC)OC)CC2=C(C=C(C=C2)OC)OC